ClC=1N=C(C2=C(N1)N(C=C2)[C@H]2[C@@H]([C@@H]([C@H](O2)COCP(O)(O)=O)O)O)OC2CCCC2 [(2R,3S,4R,5R)-5-[2-chloro-4-(cyclopentoxy)pyrrolo[2,3-d]-pyrimidin-7-yl]-3,4-dihydroxy-tetrahydro-furan-2-yl]methoxy-methylphosphonic acid